C(C)(C)(C)N(C(O)=O)[C@@H](C(=O)N(C)OC)C.FC(C1N(C=CC=C1)[C@]1(CC(C2=CC=CC=C12)(C)C)CC)F 2-(difluoromethyl)-N-[(3S)-3-ethyl-1,1-dimethyl-indan-3-yl]pyridine tert-butyl-(R)-(1-(methoxy(methyl)amino)-1-oxopropan-2-yl)carbamate